ClC1=C(C(=O)O)C=CC(=C1)N1CCC(CC1)\C=C\C=1C(=NOC1C1CC1)C1=C(C=CC=C1Cl)Cl (E)-2-chloro-4-(4-(2-(5-cyclopropyl-3-(2,6-dichlorophenyl)isoxazol-4-yl)vinyl)piperidin-1-yl)benzoic acid